sodium 2-thiophenesulfinate S1C(=CC=C1)S(=O)[O-].[Na+]